C(C)S(=O)(=O)C1=CC=C(CNC(C2=CC=C(C=C2)N2[C@@H](C[C@H](C2)OC2=CC=C(C=C2)C(F)(F)F)CF)=O)C=C1 N-(4-(ethylsulfonyl)benzyl)-4-((2S,4R)-2-(fluoromethyl)-4-(4-(trifluoromethyl)phenoxy)pyrrolidin-1-yl)benzamide